N-(2-(N-((1,2,3,5,6,7-Hexahydro-s-indacen-4-yl)carbamoyl)sulfamoyl)ethyl)acetamide, Potassium Salt [K].C1CCC2=C(C=3CCCC3C=C12)NC(=O)NS(=O)(=O)CCNC(C)=O